O=C1N[C@H]2[C@@H](OC1)CCN(C2)C(=O)N2CCC(CC2)C(C=2C=C(OCCNC(CCOCCOCCOCCN)=O)C=CC2)C2=CC=CC=C2 N-[2-[3-[[1-[(4aR,8aS)-3-oxo-4,4a,5,7,8,8a-hexahydropyrido[4,3-b][1,4]oxazine-6-carbonyl]-4-piperidyl]-phenyl-methyl]phenoxy]ethyl]-3-[2-[2-(2-aminoethoxy)ethoxy]ethoxy]propanamide